(2R)-5-ethoxy-2-((2S)-2-(2-((E)-3-(3-methoxy-4-((tetrahydro-2H-pyran-2-yl)oxy)phenyl)acrylamido)acetamido)-3-methylbutanamido)-5-oxopentanoic acid C(C)OC(CC[C@H](C(=O)O)NC([C@H](C(C)C)NC(CNC(\C=C\C1=CC(=C(C=C1)OC1OCCCC1)OC)=O)=O)=O)=O